Methyl (6-(((6-((1-methylpiperidin-4-yl)methoxy)pyridin-3-yl)methyl)amino)isoquinolin-1-yl)carbamate CN1CCC(CC1)COC1=CC=C(C=N1)CNC=1C=C2C=CN=C(C2=CC1)NC(OC)=O